CC=1N(C=C(N1)C)C 2,4-dimethyl-1-methylimidazole